4-chloro-2-(trifluoromethyl)benzylamine ClC1=CC(=C(CN)C=C1)C(F)(F)F